4-(Bis(4-fluorophenyl)methyl)piperidine FC1=CC=C(C=C1)C(C1CCNCC1)C1=CC=C(C=C1)F